5-(4-chloro-2-fluorophenyl)-7-((2S)-2-(2-methoxy-4-pyridinyl)-4-morpholinyl)-2,3-dimethylpyrido[4,3-d]pyrimidin-4(3H)-one ClC1=CC(=C(C=C1)C1=NC(=CC=2N=C(N(C(C21)=O)C)C)N2C[C@@H](OCC2)C2=CC(=NC=C2)OC)F